CCNC1=C(NC2=CC=CC=C12)CC(=O)OC(C)C isopropyl 2-[3-(2-ethylamino)-1H-indol-2-yl]-acetate